3-carbamoyl-2-pyridone C(N)(=O)C=1C(NC=CC1)=O